6-(5-(1-benzyl-1,2,5,6-tetrahydropyridin-3-yl)-3-isopropyl-1H-indol-2-yl)-8-methoxy-[1,2,4]triazolo[1,5-a]pyridine C(C1=CC=CC=C1)N1CC(=CCC1)C=1C=C2C(=C(NC2=CC1)C=1C=C(C=2N(C1)N=CN2)OC)C(C)C